tert-butyl 4-(3-chloro-8-methyl-2-quinolyl)piperazine-1-carboxylate ClC=1C(=NC2=C(C=CC=C2C1)C)N1CCN(CC1)C(=O)OC(C)(C)C